4-(4-(difluoromethyl)-3-fluorophenyl)butanoic acid FC(C1=C(C=C(C=C1)CCCC(=O)O)F)F